2-Amino-4-(5-chloro-3-(3-(dimethylamino)-3-(hydroxymethyl)pyrrolidin-1-yl)-7,9-dihydrofuro[3,4-f]quinazolin-6-yl)-5-fluorobenzo[b]thiophene-3-carbonitrile NC1=C(C2=C(S1)C=CC(=C2C=2C1=C(C=3C=NC(=NC3C2Cl)N2CC(CC2)(CO)N(C)C)COC1)F)C#N